ethyl hydrogen ((3-bromo-7-(4,4,4-trifluorobutoxy)-5-(5-(trifluoromethyl)-4H-1,2,4-triazol-3-yl)benzo[b]thiophen-2-yl)difluoromethyl)phosphonate BrC=1C2=C(SC1C(F)(F)P(OCC)(O)=O)C(=CC(=C2)C2=NN=C(N2)C(F)(F)F)OCCCC(F)(F)F